FC=1C=CC=C2C=C(C=NC12)B(O)O 8-FLUOROQUINOLIN-3-YLBORONIC ACID